C=C(C(=O)[O-])CC1=CC(=C(C(=C1)C(C)(C)C)O)C(C)(C)C methylene-3-(3,5-ditert-butyl-4-hydroxyphenyl)-propionate